FCCCN1CC(C1)NC=1C=C(C(=NC1)[C@H]1N([C@@H](CC2=C3C(=CC=C12)N(CO3)C(C3=CC=CC=C3)(C3=CC=CC=C3)C3=CC=CC=C3)C)CC(F)(F)F)OC (6S,8R)-6-(5-((1-(3-Fluoropropyl)azetidin-3-yl)amino)-3-methoxypyridin-2-yl)-8-Methyl-7-(2,2,2-trifluoroethyl)-3-trityl-6,7,8,9-tetrahydrooxazolo[5,4-f]isoquinoline